N-(4-methylphenyl)-2-[2-(trifluoromethyl)imidazo[1,2-a]pyridin-3-yl]pyrimidin CC1=CC=C(C=C1)N1C(N=CC=C1)C1=C(N=C2N1C=CC=C2)C(F)(F)F